3-ethyl-3-((octyloxy)methyl)oxetane C(C)C1(COC1)COCCCCCCCC